(2-Chlorophenyl)(11,11-dimethyl-11H-benzo[a]fluoren-9-yl)amine ClC1=C(C=CC=C1)NC1=CC=C2C3=CC=C4C(=C3C(C2=C1)(C)C)C=CC=C4